N,N'-dimethyl-pyrazinium C[N+]1=CCN(C=C1)C